N1CC(C1)NC(C1=C(C=C(C=C1)NC=1C=2N(C=CN1)C(=CN2)C=2C(=NN(C2)CC(F)F)C(F)(F)F)CC)=O N-(azetidin-3-yl)-4-((3-(1-(2,2-difluoroethyl)-3-(trifluoromethyl)-1H-pyrazol-4-yl)imidazo[1,2-a]pyrazin-8-yl)amino)-2-ethylbenzamide